N,N-dimethyl-(morpholin-2-yl)formamide CN(C(=O)C1CNCCO1)C